1-(5-(4-(4-cyanophenyl)-4-fluoropiperidine-1-carbonyl)-2-methylphenyl)-3-isobutylurea C(#N)C1=CC=C(C=C1)C1(CCN(CC1)C(=O)C=1C=CC(=C(C1)NC(=O)NCC(C)C)C)F